C(C)(C)(C)C1=CC=CC(=N1)C1CC2(C1)CCN(CC2)C(=O)C2CC1(C2)NC(OC1)=O (2s,4s)-2-(2-(6-(tert-butyl)pyridin-2-yl)-7-azaspiro[3.5]nonane-7-carbonyl)-7-oxa-5-azaspiro[3.4]octan-6-one